2,6-difluoro-4'-(N,N-dimethylamino)stilbene FC1=C(C(=CC=C1)F)C=CC1=CC=C(C=C1)N(C)C